ClC=1C=C2C(=CC(=NC2=CC1)C(F)F)NCC1(CN(C1)S(=O)(=O)N)C1=CC=C(C=C1)F 3-(((6-Chloro-2-(difluoromethyl)quinolin-4-yl)amino)methyl)-3-(4-fluorophenyl)azetidine-1-sulfonamide